(E)-4-[2-(pyridin-2-yl)vinyl]aniline methyl-3-amino-4-hydroxy-5-methoxybenzoate COC(C1=CC(=C(C(=C1)OC)O)N)=O.N1=C(C=CC=C1)/C=C/C1=CC=C(N)C=C1